C1(CCC1)OC1=NC(=NC=C1C(=O)NC1=C(C=CC=C1Cl)Cl)NC=1C=NN(C1)[C@@H](CO)C 4-cyclobutoxy-N-(2,6-dichlorophenyl)-2-({1-[(2R)-1-hydroxypropan-2-yl]-1H-pyrazol-4-yl}amino)pyrimidine-5-carboxamide